(3-pyrrolidin-2-yl)pyridine tert-butyl-(2-bromo-5-chlorobenzoyl)(methyl)carbamate C(C)(C)(C)OC(N(C)C(C1=C(C=CC(=C1)Cl)Br)=O)=O.N1C(CCC1)C=1C=NC=CC1